FC(OC=1C=C2CCCC(C2=CC1)=O)(F)F 6-(trifluoromethoxy)-3,4-dihydronaphthalen-1(2H)-one